ClC=1C=C(N(N1)C)C1[C@H](C(N(C1)C)=O)C(=O)NC1=C(C=CC=C1)F (3S)-4-(5-chloro-2-methyl-pyrazol-3-yl)-N-(2-fluorophenyl)-1-methyl-2-oxo-pyrrolidine-3-carboxamide